CC1=C2C(=NC=3N=C(N=C(C31)NCCO)NC3CCNCC3)CCC2 2-((5-methyl-2-(piperidin-4-ylamino)-7,8-dihydro-6H-cyclopenta[5,6]pyrido[2,3-d]pyrimidin-4-yl)amino)ethan-1-ol